4-(cyclopentylamino)-N'-(2-ethyl-4-hydroxy-phenyl)-6-(1H-pyrazol-4-yl)pyrrolo[1,2-b]pyridazine-3-carboxamidine C1(CCCC1)NC=1C=2N(N=CC1C(=NC1=C(C=C(C=C1)O)CC)N)C=C(C2)C=2C=NNC2